2-butyn-1-yl-1-[[4-[[2-(trifluoromethyl)-1,3-dioxolan-2-yl]methoxy]phenyl]methyl]-1H-pyrazole-4-carboxylic acid ethyl ester C(C)OC(=O)C=1CN(N(C1)CC1=CC=C(C=C1)OCC1(OCCO1)C(F)(F)F)C#CCC